N1CCC(C1)=O 4-Pyrrolidone